FC=1C=CC(=NC1)NC(=O)C1(CCC1)C=1C=C2CCCN(C2=CC1)C(=O)OCC ethyl 6-{1-[(5-fluoropyridin-2-yl)carbamoyl]-cyclobutyl}-3,4-dihydroquinoline-1(2H)-carboxylate